5-((4-(4-(1,2-bis(4-hydroxyphenyl)but-1-en-1-yl)phenyl)piperazin-1-yl)methyl)-6-bromo-2-(2,6-dioxopiperidin-3-yl)isoindoline-1,3-dione OC1=CC=C(C=C1)C(=C(CC)C1=CC=C(C=C1)O)C1=CC=C(C=C1)N1CCN(CC1)CC=1C=C2C(N(C(C2=CC1Br)=O)C1C(NC(CC1)=O)=O)=O